C(C)(C)(C)OC(=O)N1CC(CCC1)N1N=NC=C1 3-(1H-1,2,3-triazol-1-yl)piperidine-1-carboxylic acid tert-butyl ester